2-bromo-2-methyl-N-(3-(triethoxysilyl)propyl)propionamide BrC(C(=O)NCCC[Si](OCC)(OCC)OCC)(C)C